4-(6-fluoro-5-((2-methoxyphenyl)(methyl)amino)-1H-indazol-1-yl)-N-methylthiophene-2-carboxamide FC1=C(C=C2C=NN(C2=C1)C=1C=C(SC1)C(=O)NC)N(C)C1=C(C=CC=C1)OC